FC1=CC=C(C=C1)C#CCN1C(N(C(C=2N(C(=NC12)S(=O)(=O)C)C)=O)C)=O 3-(3-(4-fluorophenyl)prop-2-yn-1-yl)-1,7-dimethyl-8-(methylsulfonyl)-3,7-dihydro-1H-purine-2,6-dione